4-(2-chloro-8-iodo-9-(tetrahydro-2H-pyran-2-yl)-9H-purin-6-yl)morpholine ClC1=NC(=C2N=C(N(C2=N1)C1OCCCC1)I)N1CCOCC1